C(C)(C)(C)[Si](O[C@H](COCCCOC=1C=C2C=NN(C2=CC1)C1OCCCC1)C)(C)C tert-butyl-dimethyl-[(1S)-1-methyl-2-[3-(1-tetrahydropyran-2-ylindazol-5-yl)oxypropoxy]ethoxy]silane